(S)-2-((5-(pyridin-4-yl)pyrimidin-2-yl)amino)-9-(5,6,7,8-tetrahydro-1,8-naphthyridin-2-yl)nonanoic acid ethyl ester C(C)OC([C@H](CCCCCCCC1=NC=2NCCCC2C=C1)NC1=NC=C(C=N1)C1=CC=NC=C1)=O